6-hydroxy-2-(4-(pyridin-4-yl)phenyl)-4H-chromen-4-one OC=1C=C2C(C=C(OC2=CC1)C1=CC=C(C=C1)C1=CC=NC=C1)=O